(2,2,6,6-tetramethyltetrahydro-2H-pyran-4-yl)methyl 4-(3-hydroxy phenyl)-7-(2-methoxyphenyl)-2-methyl-5-oxo-1,4,5,6,7,8-hexahydroquinoline-3-carboxylate OC=1C=C(C=CC1)C1C(=C(NC=2CC(CC(C12)=O)C1=C(C=CC=C1)OC)C)C(=O)OCC1CC(OC(C1)(C)C)(C)C